C(C)OC(CCC1=C(C=C(C=C1)[C@H]([C@H](C1=CC=C(C=C1)OC(F)(F)F)C1=CNC2=C(C=C(C=C12)Cl)F)CCC)F)=O 3-(4-((1R,2S)-1-(5-chloro-7-fluoro-1H-indol-3-yl)-1-(4-(trifluoromethoxy)phenyl)pentan-2-yl)-2-fluorophenyl)propionic acid ethyl ester